OCC=1C=C(C=CC1)NC=1N=C(N=NC1C(=O)N)NC1=C(C=C2C(CNCC2=C1)(C)C)OC ((3-(hydroxymethyl)phenyl)amino)-3-((6-methoxy-4,4-dimethyl-1,2,3,4-tetrahydroisoquinolin-7-yl)amino)-1,2,4-triazine-6-carboxamide